C(OC1(COC1)C1=NC=CC(=N1)Cl)(=S)SC O-(3-(4-chloropyrimidin-2-yl)oxetan-3-yl) S-methyl carbonodithioate